4-((1-(tert-butoxycarbonyl)piperidin-4-yl)methylamino)-6-chloropyridazine-3-carboxylic acid C(C)(C)(C)OC(=O)N1CCC(CC1)CNC1=C(N=NC(=C1)Cl)C(=O)O